NC=1C2=C(N=C(N1)NC1CCN(CC1)C(=O)OC(C)(C)C)N=C(C=C2C)C tert-butyl 4-((4-amino-5,7-dimethylpyrido[2,3-d]pyrimidin-2-yl)amino)piperidine-1-carboxylate